ClC=1C(=C2C=NNC2=C(C1F)NC(C)C)C=1N=CC=2N(C1)C=C(N2)NC(CN(C)C)=O N-(6-(5-chloro-6-fluoro-7-(isopropylamino)-1H-indazol-4-yl)imidazo[1,2-a]pyrazin-2-yl)-2-(dimethylamino)acetamide